C1(=CC=CC=C1)C=CC=O 3-phenylprop-2-en-1-one